N1=CC=C(C2=CC=CC=C12)O[C@@H]1CN(CC1)CC(=O)N1[C@@H](CCC1)C#N (S)-1-(2-((S)-3-(quinolin-4-yloxy)pyrrolidin-1-yl)acetyl)pyrrolidine-2-carbonitrile